(2-iodophenyl)pentafluoro-λ6-sulfane IC1=C(C=CC=C1)S(F)(F)(F)(F)F